N-((1'S,5'S,6'R)-6'-formyl-5'-(furan-2-yl)-5',6'-dihydro-[1,1':3',1''-terphenyl]-1'(4'H)-yl)-4-methylbenzenesulfonamide C(=O)[C@@H]1[C@H](CC(=C[C@]1(C1=CC=CC=C1)NS(=O)(=O)C1=CC=C(C=C1)C)C1=CC=CC=C1)C=1OC=CC1